6-[3-(dimethylamino)pyrrolidin-1-yl]thieno[2,3-b]pyridine-2-carboxylic acid CN(C1CN(CC1)C1=CC=C2C(=N1)SC(=C2)C(=O)O)C